C(#CCCCCCCC)C1=NC=CC(=C1)O 2-(non-1-yn-1-yl)pyridin-4-ol